6-(4-(difluoromethoxy)phenyl)-2-((1-(2,2,2-trifluoroethyl)-1H-imidazol-2-yl)methyl)pyridazin-3(2H)-one FC(OC1=CC=C(C=C1)C=1C=CC(N(N1)CC=1N(C=CN1)CC(F)(F)F)=O)F